OC1(CC=CC=C1)C1=NN=NC=C1 1-Hydroxyphenyltriazine